O=C1OCC2=C(C=CC=C12)B(O)O (1-OXO-1,3-DIHYDROISOBENZOFURAN-4-YL)BORONIC ACID